CC1(CCC2=CC(=CC=C12)\C=C(/C=C/C=O)\C)C (2E,4Z)-5-(1,1-dimethyl-2,3-dihydro-1H-inden-5-yl)-4-methylpenta-2,4-dienal